(R)-3-amino-4-(5-(3-phenethoxyphenyl)-2H-tetrazol-2-yl)butanoic acid N[C@H](CC(=O)O)CN1N=C(N=N1)C1=CC(=CC=C1)OCCC1=CC=CC=C1